palladium tris(2-phenylpyridine) C1(=CC=CC=C1)C1=NC=CC=C1.C1(=CC=CC=C1)C1=NC=CC=C1.C1(=CC=CC=C1)C1=NC=CC=C1.[Pd]